N(=[N+]=[N-])CCC1=C2C=CN(C2=CC(=C1OC=1C=CC(=C(C#N)C1)F)F)S(=O)(=O)C1=CC=C(C)C=C1 5-((4-(2-azidoethyl)-6-fluoro-1-tosyl-1H-indol-5-yl)oxy)-2-fluorobenzonitrile